2-trimethylsilylethyl 4-[2-(2-hydroxyethoxy)ethoxy]piperidine-1-carboxylate OCCOCCOC1CCN(CC1)C(=O)OCC[Si](C)(C)C